N-methyl-4-nonadecyl-N-tetradecyl-anilinium tetrakis(perfluorophenyl)borate FC1=C(C(=C(C(=C1F)F)F)F)[B-](C1=C(C(=C(C(=C1F)F)F)F)F)(C1=C(C(=C(C(=C1F)F)F)F)F)C1=C(C(=C(C(=C1F)F)F)F)F.C[NH+](C1=CC=C(C=C1)CCCCCCCCCCCCCCCCCCC)CCCCCCCCCCCCCC